[Cl-].C1(=CC=CC=C1)[PH+](C(C(=O)OC)C(=O)OC)C1=CC=CC=C1 Diphenyl(bismethoxycarbonylmethyl)phosphonium chloride